FC(C(=O)N)C(C)(O)C1=CC=C(C=C1)F 2-fluoro-3-(4-fluorophenyl)-3-hydroxybutanamide